isopropyl ((S)-(((2R,3S,4R,5S)-5-(4-aminopyrrolo[2,1-f][1,2,4]triazin-7-yl)-2-cyano-3-hydroxy-4-(propionyloxy)tetrahydrofuran-2-yl)methoxy)(phenoxy)phosphoryl)-L-alaninate NC1=NC=NN2C1=CC=C2[C@H]2[C@@H]([C@@H]([C@@](O2)(C#N)CO[P@](=O)(OC2=CC=CC=C2)N[C@@H](C)C(=O)OC(C)C)O)OC(CC)=O